FC1=C(C=CC=C1F)CNC1=NC(=NC(=N1)C=1C=C2C=NNC2=CC1)N N4-[(2,3-difluorophenyl)methyl]-6-(1H-indazol-5-yl)-1,3,5-triazine-2,4-diamine